FC1(CN(C1)C(=O)C=1N(C2=CC(=CC=C2C1)C1=NC=CC(=N1)N1CC(CC1)C=1C=NN(C1)C1OCCCC1)C)F 2-(3,3-difluoroazetidine-1-carbonyl)-1-methyl-6-(4-{3-[1-(oxan-2-yl)-1H-pyrazol-4-yl]pyrrolidin-1-yl}pyrimidin-2-yl)-1H-indole